COC1=CC2=C(NC(=N2)C=2C=C(C=CC2OC2=CC=C(C=C2)C(F)(F)F)S(=O)(=O)NC)C=C1 3-(5-methoxy-1H-benzimidazol-2-yl)-N-methyl-4-[4-(trifluoromethyl)phenoxy]benzene-1-sulfonamide